5-bromo-3-(3-hydroxy-3-methylpyrrolidin-1-yl)-1-methylpyridin-2(1H)-one BrC=1C=C(C(N(C1)C)=O)N1CC(CC1)(C)O